ClC=1C=C(C(=NC1)OC)S(=O)(=O)NC=1C(=C(C(=CC1)F)C1=CC=C2C(=NNC2=C1F)C(=O)NC1CC(CC1)O)F 6-[3-(5-Chloro-2-methoxypyridine-3-sulfonamido)-2,6-difluorophenyl]-7-fluoro-N-(3-hydroxycyclopentyl)-1H-indazole-3-carboxamide